IC=1C=C2C(=CC=NC2=CC1)NC1=CC(=CC(=C1)C1=CN=CN1C)OC 6-Iodo-N-(3-methoxy-5-(1-methyl-1H-imidazol-5-yl)phenyl)quinolin-4-amine